(6R)-9-fluoro-14-oxa-2,11,18,19,22-pentaazapentacyclo[14.5.2.17,11.02,6.019,23]tetracosane FC1CC2[C@H]3CCCN3C3CCN4NCC(COCCN(C1)C2)C4N3